C(C)(C)(C)OC(=O)N1C[C@@H](CC1)N1C(N(C=2C1=NC=CC2)C=2C=NC(=CC2)Cl)=O (R)-3-(1-(6-Chloropyridin-3-yl)-2-oxo-1,2-dihydro-3H-imidazo[4,5-b]pyridin-3-yl)pyrrolidine-1-carboxylic acid tert-butyl ester